ClC=1C(=CC(=NC1)OC)C1=CC(=NN1)C(=O)N1CCC(CC1)C(=O)NCC1=NN(C2=CC=CC=C12)C 1-(5-(5-chloro-2-methoxypyridin-4-yl)-1H-pyrazole-3-carbonyl)-N-((1-methyl-1H-indazol-3-yl)methyl)piperidine-4-carboxamide